3-((3-chloro-2-methoxyphenyl)amino)-2-(isothiazolo[4,5-b]pyridin-7-yl)-6,7-dihydropyrazolo[1,5-a]pyrazin-4(5H)-one-6,6,7,7-d4 ClC=1C(=C(C=CC1)NC=1C(=NN2C1C(NC(C2([2H])[2H])([2H])[2H])=O)C2=C1C(=NC=C2)C=NS1)OC